n-propyl-selenium magnesium salt [Mg].C(CC)[Se]